BrC1=CN=C2N1C=C(C=C2C)C(=O)OC methyl 3-bromo-8-methyl-imidazo[1,2-a]pyridine-6-carboxylate